(3E)-12,12-diethoxy-3-dodecenyl methoxymethyl ether COCOCC\C=C\CCCCCCCC(OCC)OCC